2-ethylpiperidinodicyclopentylchlorosilane C(C)C1N(CCCC1)[Si](Cl)(C1CCCC1)C1CCCC1